N-(6-fluoropyridin-2-yl)-4-methylthiazole-2-sulfonamide FC1=CC=CC(=N1)NS(=O)(=O)C=1SC=C(N1)C